N-(3,4-dichlorophenyl)-9-fluoro-6,7,8,9-tetrahydro-5H-5,8-epiminocyclohepta[d]pyrimidine-10-carboxamide ClC=1C=C(C=CC1Cl)NC(=O)N1C2CCC1C(C=1N=CN=CC12)F